C(C)OC1(CCNCC1)C(=O)N 4-ethoxypiperidine-4-carboxamide